(1R,6S)-6-(4-cyclobutylpiperazin-1-yl)-2,2-difluorocyclohexan-1-amine C1(CCC1)N1CCN(CC1)[C@H]1CCCC([C@@H]1N)(F)F